C(CCCCCCCC)C1=CC=C(C=C1)O.[Na] sodium para-nonylphenol